4-[[5-(4-chlorophenoxy)-4-ethyl-3-pyridyl]methyl]-3-fluoro-pyridin-2-amine ClC1=CC=C(OC=2C(=C(C=NC2)CC2=C(C(=NC=C2)N)F)CC)C=C1